COC=1C=C(N=NC1C1CC2(C1)CCC2)NC(OC(C)(C)C)=O tert-butyl (5-methoxy-6-(spiro[3.3]heptan-2-yl)pyridazin-3-yl)carbamate